(R/S)-6-(3-(2-bromophenyl)-4-methylpiperazin-1-yl)-N4-methylpyrimidine-2,4-diamine BrC1=C(C=CC=C1)[C@@H]1CN(CCN1C)C1=CC(=NC(=N1)N)NC |r|